methyl (R)-8-((2-(3-((R)-2,4-dihydroxy-3,3-dimethylbutanamido) propanamido) ethyl) thio)-6-hydroxy-8-oxooctanoate O[C@@H](C(=O)NCCC(=O)NCCSC(C[C@@H](CCCCC(=O)OC)O)=O)C(CO)(C)C